ClC1=C(C=CC=C1)[C@@H]1N(CC(C1)(C)C)C1=C(C(=O)N[C@H](C)\C=C\S(=O)(=O)C)C=CC=C1 ((R)-2-(2-Chlorophenyl)-4,4-dimethylpyrrolidin-1-yl)-N-((R,E)-4-(methylsulfonyl)but-3-en-2-yl)benzamide